[5-[[8-(4-fluoro-2-isopropoxy-phenyl)quinazolin-2-yl]amino]-2-methyl-phenyl]ammonium FC1=CC(=C(C=C1)C=1C=CC=C2C=NC(=NC12)NC=1C=CC(=C(C1)[NH3+])C)OC(C)C